C12(C(CCC(C1(C)C)C2)C)O trans-pinanol